3-(4,5-dimethylthiazol-2-yl)-5-(carboxymethoxyphenyl)-2-(4-sulfophenyl)-2H-tetrazolium CC=1N=C(SC1C)N1N([NH2+]C(=N1)C1=C(C=CC=C1)OCC(=O)O)C1=CC=C(C=C1)S(=O)(=O)O